phosphoric acid, lithium salt [Li+].P([O-])([O-])([O-])=O.[Li+].[Li+]